(4aR,8aS)-6-[6-[[1-methyl-3-(trifluoromethyl)pyrazol-4-yl]methyl]-2-azaspiro[3.3]heptane-2-carbonyl]-4,4a,5,7,8,8a-hexahydropyrido[4,3-b][1,4]oxazin-3-one CN1N=C(C(=C1)CC1CC2(CN(C2)C(=O)N2C[C@@H]3[C@@H](OCC(N3)=O)CC2)C1)C(F)(F)F